C(C=1C(C(=O)OCC2CO2)=CC=CC1)(=O)OCC1CO1 1,2-diglycidyl phthalate